C(CCCCCCC)(=O)OCCCCCCCC octyl caprylate